[1,1'-biphenyl]-3,3',5,5'-tetraol C1(=CC(=CC(=C1)O)O)C1=CC(=CC(=C1)O)O